(4S)-5-fluorochroman-4-amine FC1=C2[C@H](CCOC2=CC=C1)N